tert-butyl (4-(7-(4-((2,6-dioxopiperidin-3-yl)amino)-2-fluorophenyl)-2,7-diazaspiro[3.5]nonan-2-yl)piperidin-1-yl)carbamate O=C1NC(CCC1NC1=CC(=C(C=C1)N1CCC2(CN(C2)C2CCN(CC2)NC(OC(C)(C)C)=O)CC1)F)=O